CC1=C(N=C2N(C1=O)C=CC=C2C2=CC=C(C(=O)O)C=C2)C(F)(F)F 4-(3-methyl-4-oxo-2-(trifluoromethyl)-4H-pyrido[1,2-a]pyrimidin-9-yl)benzoic Acid